FC1=CC=C(C=C1)CSC1=C(C(=NN1C(=O)C=1OC=CC1)C1N(CC1C)C(=O)N(C)C)C 2-(5-{[(4-Fluorophenyl)methyl]sulfanyl}-1-(furan-2-carbonyl)-4-methyl-1H-pyrazol-3-yl)-N,N,3-trimethylazetidin-1-carboxamid